N-methylaminopropyl-methyl-dimethoxysilane CNCCC[Si](OC)(OC)C